FC1=C(C(=CC=C1)OC)N1N=C(C=2C1=CN=CC2)C2=CC=C(C=C2)N2CCN(CC2)C (2-fluoro-6-methoxyphenyl)-3-(4-(4-methylpiperazin-1-yl)phenyl)-1H-pyrazolo[3,4-c]pyridine